6-{1-[(3S)-3-methylpiperidin-1-yl]-2-(methylsulfanyl)ethyl}-4-(trifluoromethyl)-2,3-dihydroisoindol-1-one C[C@@H]1CN(CCC1)C(CSC)C1=CC(=C2CNC(C2=C1)=O)C(F)(F)F